(4-(6,7-Dimethoxyquinazolin-4-yl)-1,4-diazacycloheptan-1-yl)ethan-1-amine COC=1C=C2C(=NC=NC2=CC1OC)N1CCN(CCC1)C(C)N